(E)-(3-fluoro-2-((5-oxo-4-(2-(thiophen-2-yl)ethyl)-4,5-dihydro-1H-1,2,4-triazol-1-yl)methyl)allyl)carbamic acid tert-butyl ester C(C)(C)(C)OC(NC/C(=C\F)/CN1N=CN(C1=O)CCC=1SC=CC1)=O